FC(C1=CC=C2C(=CC=NC2=C1)NC=1C=NC(=CC1OC)OCCOC)F 7-(difluoro-methyl)-N-(4-methoxy-6-(2-methoxy-ethoxy)pyridin-3-yl)quinolin-4-amine